3,5-dichloropyrazolo[1,5-a]pyrimidin-7-amine ClC=1C=NN2C1N=C(C=C2N)Cl